9-(2-fluorophenyl)-3-methyl-13-(morpholine-4-carbonyl)-16-thia-2,4,5,8-tetraazatetracyclo[8.6.0.02,6.011,15]hexadeca-1(10),3,5,8,11(15)-pentaene FC1=C(C=CC=C1)C1=NCC2=NN=C(N2C=2SC=3CC(CC3C12)C(=O)N1CCOCC1)C